methyl 4-(hepta-1,6-dien-4-yloxy)-2-hydroxy-3,6-dimethylbenzoate C=CCC(CC=C)OC1=C(C(=C(C(=O)OC)C(=C1)C)O)C